OC1=CC(=CC(=C1C1=C(C=CC(=C1)C)C(=C)C)OP1(OCCC(O1)C1=CC=CC=C1)=O)CCCCC 2-((6-hydroxy-5'-methyl-4-pentyl-2'-(prop-1-en-2-yl)-[1,1'-biphenyl]-2-yl)oxy)-4-phenyl-1,3,2-dioxaphosphinane 2-oxide